C(=O)O.C(=O)O.C(=O)O.C(=O)O.C1=CC=CC=2C3=CC=CC=C3CC12 fluorene tetra-formate